ethyl 6-(((3R,5S)-5-(((R)-1-(4-carbamimidoylthiophen-2-yl)ethyl)carbamoyl)-1-((9,9-difluoro-9H-fluorene-3-carbonyl)glycyl)-3-fluoropyrrolidin-3-yl)methoxy)hexanoate C(N)(=N)C=1C=C(SC1)[C@@H](C)NC(=O)[C@@H]1C[C@](CN1C(CNC(=O)C=1C=CC=2C(C3=CC=CC=C3C2C1)(F)F)=O)(F)COCCCCCC(=O)OCC